methyl-5-benzyl-3-((3-(tert-butyl)-1-isopropyl-1H-pyrazole-5-carboxamido)methyl)-4,5-dihydroisoxazole CC1C(=NOC1CC1=CC=CC=C1)CNC(=O)C1=CC(=NN1C(C)C)C(C)(C)C